((1R,2R,7a'S)-2-Fluorodihydro-1'H,3'H-spiro[cyclopropane-1,2'-pyrrolizin]-7a'(5'H)-yl)methan-d2-ol F[C@@H]1C[C@@]12C[C@@]1(CCCN1C2)C(O)([2H])[2H]